COC(COC1=NC=CC=C1OC1=C(C=C(C(=C1)N1N=C(N(C1=O)C(F)F)C)F)Cl)=O methyl-[[3-[2-chloro-5-[4-(difluoromethyl)-3-methyl-5-oxo-1,2,4-triazol-1-yl]-4-fluoro-phenoxy]-2-pyridyl]oxy]acetate